4-fluoro-5-(trifluoromethyl)phthalic acid FC=1C=C(C(C(=O)O)=CC1C(F)(F)F)C(=O)O